C1OCCC12CN(CC2)C2=NC=CC(=N2)NC2=CC(=NO2)C2=C(C=C(C=C2)OC)F N-(2-(2-oxa-7-azaspiro[4.4]nonan-7-yl)pyrimidin-4-yl)-3-(2-fluoro-4-methoxyphenyl)isoxazol-5-amine